N-(2-fluoro-4-(piperazin-1-yl)phenyl)-6-phenyl-8,9-dihydroimidazo[1',2':1,6]pyrido[2,3-d]pyrimidin-2-amine FC1=C(C=CC(=C1)N1CCNCC1)NC=1N=CC2=C(N1)N1C(C(=C2)C2=CC=CC=C2)=NCC1